C(C)(C)(C)OC(=O)NC=1C=C(C(=O)OC)C(=CN1)OC1CC1 methyl 2-(tert-butoxycarbonylamino)-5-cyclopropoxyisonicotinate